2-Methoxy-5-methyl-6-(trifluoromethyl)nicotinic acid COC1=C(C(=O)O)C=C(C(=N1)C(F)(F)F)C